4-(2-methylthiazol-4-yl)pyrimidin-2-amine CC=1SC=C(N1)C1=NC(=NC=C1)N